1-(4-(4-methoxyphenyl)-6-(pyridin-4-yl)pyrimidin-2-yl)piperidine-3,5-diamine COC1=CC=C(C=C1)C1=NC(=NC(=C1)C1=CC=NC=C1)N1CC(CC(C1)N)N